4-(4-(2-(4-(Trifluoromethyl)phenyl)acetyl)-3,4-dihydro-2H-pyrido[4,3-b][1,4]oxazin-8-yl)benzonitrile FC(C1=CC=C(C=C1)CC(=O)N1C2=C(OCC1)C(=CN=C2)C2=CC=C(C#N)C=C2)(F)F